7-methyl-2,3-dioxo-1,4-dihydroquinoxalin CC1=CC=C2NC(C(NC2=C1)=O)=O